cyclopentyl (2-methylcyclopropyl)carbamate CC1C(C1)NC(OC1CCCC1)=O